CN1C(C(CCC1=O)N1CC2=CC=C(C=C2C1=O)OCCOCCNC(OC(C)(C)C)=O)=O tert-butyl N-[2-[2-[2-(1-methyl-2,6-dioxo-3-piperidyl)-3-oxo-isoindolin-5-yl]oxyethoxy]ethyl]carbamate